COC1=C(C(=C(C=C1C2=CC=C(C=C2)O)O)C3=CC=C(C=C3)O)O The molecule is a para-terphenyl that is the 6'-O-desmethyl deriavtive of terphenyllin. Isolated from Penicillium chermesinum, it exhibits inhibitory activity against alpha-glucosidase. It has a role as an EC 3.2.1.20 (alpha-glucosidase) inhibitor and a Penicillium metabolite. It is a para-terphenyl, a member of resorcinols and a member of guaiacols. It derives from a terphenyllin.